(S)-N-(3-(1-((2-amino-5-(1-methyl-1H-pyrazol-4-yl)pyridin-3-yl)oxy)ethyl)phenyl)-3-(methylthio)benzamide NC1=NC=C(C=C1O[C@@H](C)C=1C=C(C=CC1)NC(C1=CC(=CC=C1)SC)=O)C=1C=NN(C1)C